2-(1-methyl-1H-imidazol-5-yl)-N-((1r,3r)-3-phenylcyclobutyl)-6-(tetrahydro-2H-pyran-4-yl)pyrimidine-4-carboxamide CN1C=NC=C1C1=NC(=CC(=N1)C(=O)NC1CC(C1)C1=CC=CC=C1)C1CCOCC1